1-Tert-butyl (3R)-3-(2-ethoxy-2-oxo-ethoxy)pyrrolidine-1-carboxylate C(C)OC(CO[C@H]1CN(CC1)C(=O)OC(C)(C)C)=O